CN1CC(C1)N1N=CC(=C1)C=1N=C(C=2N(C1C(F)(F)F)N=CN2)N2[C@H](CC2)C(F)(F)F 6-[1-(1-methylazetidin-3-yl)pyrazol-4-yl]-5-(trifluoromethyl)-8-[(2R)-2-(trifluoromethyl)azetidin-1-yl]-[1,2,4]triazolo[1,5-a]pyrazine